4-(1-((1-phenylpyrrolidin-2-yl)methyl)-1,2,3,6-tetrahydropyridin-4-yl)benzoic acid C1(=CC=CC=C1)N1C(CCC1)CN1CCC(=CC1)C1=CC=C(C(=O)O)C=C1